FC1(C2CN(CC12)C1=C(C=C2C(=N1)COC2)C(=O)NC=2C=C1C(=CC(NC1=C(C2)OC)=O)C)F (6,6-difluoro-3-azabicyclo[3.1.0]hex-3-yl)-N-(8-methoxy-4-methyl-2-oxo-1H-quinolin-6-yl)-5,7-dihydrofuro[3,4-b]pyridine-3-carboxamide